4-(2,6-difluorobenzyl)-2-(4-((1,4-dimethyl-1H-pyrazol-5-yl)oxy)phenyl)-2,4-dihydro-3H-1,2,4-triazol-3-one FC1=C(CN2C(N(N=C2)C2=CC=C(C=C2)OC2=C(C=NN2C)C)=O)C(=CC=C1)F